OC1=C(C=CC(=C1)O)CNCC=1C(=C(C=CC1)CN1C(NCC1)=O)F 1-{[3-({[(2,4-dihydroxyphenyl)methyl]amino}methyl)-2-fluorophenyl]methyl}-2-imidazolidinone